dimethyl-4,4'-bipyridinium bis(trifluoromethanesulfonyl)imide [N-](S(=O)(=O)C(F)(F)F)S(=O)(=O)C(F)(F)F.C[N+]1=CC=C(C=C1)C1=CC=[N+](C=C1)C.[N-](S(=O)(=O)C(F)(F)F)S(=O)(=O)C(F)(F)F